(R)-1-(2-(1-(benzyloxy)ethyl)-4-fluorophenyl)-1H-pyrazole-3-carbaldehyde C(C1=CC=CC=C1)O[C@H](C)C1=C(C=CC(=C1)F)N1N=C(C=C1)C=O